ClC1=C(C=C(C=C1)Cl)C1=NC(=NC=C1)C(=O)NC1=C(C=C(C(=O)O)C=C1C)C 4-(4-(2,5-dichlorophenyl)pyrimidine-2-carboxamido)-3,5-dimethylbenzoic acid